FC1=C(OC2N(C3=CC=CC=C3N=C2)C2=CC(=CC=C2)S(N)(=O)=O)C=CC(=C1)F 2-(2,4-difluorophenoxy)-N-(3-sulfamoylphenyl)quinoxaline